BrC=1C=C(C(N(C1)C)=O)NC(CC)=O N-(5-bromo-1-methyl-2-oxo-1,2-dihydropyridin-3-yl)propanamide